((S)-4-(8-fluoro-2-(((S)-1-methylpyrrolidin-2-yl)methoxy)-7-(5,6,7,8-tetrahydronaphthalen-1-yl)pyrido[4,3-d]Pyrimidin-4-yl)piperazin-2-yl)acetonitrile FC1=C(N=CC2=C1N=C(N=C2N2C[C@@H](NCC2)CC#N)OC[C@H]2N(CCC2)C)C2=CC=CC=1CCCCC21